BrC1=CC=C2C(N(C(NC2=C1F)=O)CC)=S 7-bromo-3-ethyl-8-fluoro-4-thioxo-3,4-dihydroquinazolin-2(1H)-one